Cl.C(C1=CC=CC=C1)OC(=O)N1C[C@H](C[C@@H](C1)F)N.FC1=CC=C(C(=O)NC2CCC(CC2)NC2=NN(C(C(=C2)C(F)(F)F)=O)C)C=C1 4-fluoro-N-((1S,4S)-4-((1-methyl-6-oxo-5-(trifluoromethyl)-1,6-dihydropyridazin-3-yl)amino)cyclohexyl)benzamide benzyl-(3s,5s)-3-amino-5-fluoro-piperidine-1-carboxylate hydrochloride